9-[6-(1-Methyl-1H-pyrazol-4-yl)-pyridin-2-ylmethoxy]-2-(tetrahydro-furan-2-ylmethoxy)-6,7-dihydro-pyrimido[6,1-a]isoquinolin-4-one CN1N=CC(=C1)C1=CC=CC(=N1)COC=1C=C2CCN3C(C2=CC1)=CC(=NC3=O)OCC3OCCC3